(R,2R)-N'-((1,2,3,5,6,7-hexahydro-s-indacen-4-yl)carbamoyl)-2-(methoxymethyl)-2-methyl-2,3-dihydropyrazolo[5,1-b]oxazole-7-sulfonimidamide C1CCC2=C(C=3CCCC3C=C12)NC(=O)N=[S@](=O)(N)C=1C=NN2C1O[C@@](C2)(C)COC